4-chloro-2,3-dihydrofuro[3,2-c]pyridine ClC1=NC=CC2=C1CCO2